BrC=1C=C(C=C(C1)OC)CCC(=O)OC Methyl 3-(3-bromo-5-methoxyphenyl)propanoate